C1(CC1)C#CC1=CC(=C(C=C1)C1=NN=C(C(N1C)=O)N[C@H]1CN(CCC1)CC)O (R)-3-(4-(cyclopropylethynyl)-2-hydroxyphenyl)-6-((1-ethylpiperidin-3-yl)amino)-4-methyl-1,2,4-triazin-5(4H)-one